S1C(=CC=2C1S(C=CC2)(=O)=O)S(=O)(=O)N Thieno(2,3-B)Thiopyran-2-Sulfonamide-7,7-Dioxide